ClCCC1=CNC2=NC=CC(=C21)C 3-(2-chloroethyl)-4-methyl-1H-pyrrolo[2,3-b]pyridine